C(OCCS)COCCS (ethylenedioxy)diethanethiol